O=C1C(CN2CC=CC=C12)=O 1,2-Diketoindolizine